1-((3,3-difluoroazetidine-1-carbonyl)oxy)cyclopropanecarboxylic acid FC1(CN(C1)C(=O)OC1(CC1)C(=O)O)F